O=C(CCCCCCC(=O)OCC(CCCCCCC)CCCCCCC)CCCCCCC(=O)OCCCCCCCC(C)C 1-(2-heptylnonyl) 15-(8-methylnonyl) 8-oxopentadecanedioate